Cl.CN1N=C(N=C1)CN (1-methyl-1H-1,2,4-triazol-3-yl)methylamine hydrochloride